CC=1NC2=C(C=CC=C2C1C)C(=O)N 2,3-dimethyl-1H-indole-7-carboxamide